FC=1C=2N(C=C(C1)NC(=O)C=1C=CC(=C3N=CC(=NC13)OC)N1CC(CC1)N(C(OC(C)(C)C)=O)C)C=C(N2)C tert-butyl N-{1-[8-({8-fluoro-2-methylimidazo[1,2-a]pyridin-6-yl}carbamoyl)-2-methoxyquinoxalin-5-yl]pyrrolidin-3-yl}-N-methylcarbamate